C(C=C)N1[C@H]([C@H]([C@H]1COC(C1=CC=CC=C1)(C1=CC=CC=C1)C1=CC=CC=C1)C1=CC=C(C=C1)Br)C#N (2R,3R,4S)-1-allyl-3-(4-bromophenyl)-4-((trityloxy)methyl)azetidine-2-carbonitrile